FC1=CC=C(C=C1)C12CC3(CC(CC(C1)C3)C2)C(C)NC2=CC=CC=C2 {1-[3-(4-Fluoro-phenyl)-adamantan-1-yl]-ethyl}-phenyl-amine